7-(3-(4-fluorophenyl)-1-(3-((triisopropylsilyl)oxy)propyl)-1H-pyrazol-4-yl)-2-phenyl-1H-pyrrolo[3,2-b]pyridine FC1=CC=C(C=C1)C1=NN(C=C1C1=C2C(=NC=C1)C=C(N2)C2=CC=CC=C2)CCCO[Si](C(C)C)(C(C)C)C(C)C